methyl (2S)-3-hydroxy-2-(tritylamino)propanoate OC[C@@H](C(=O)OC)NC(C1=CC=CC=C1)(C1=CC=CC=C1)C1=CC=CC=C1